(19S)-10,19-diethyl-19-hydroxy-17-oxa-3,13-diazapentacyclo[11.8.0.02,11.04,9.015,20]henicosa-1(21),2,4,6,8,10,15(20)-heptaene-14,18-dione C(C)C=1C2=CC=CC=C2N=C2C3=CC=4[C@@](C(OCC4C(N3CC12)=O)=O)(O)CC